SCCCC(C(=O)O)CCC(=O)O 2-(3-mercaptopropyl)glutaric acid